(2R,3Z,6Z,9Z)-2-Methyl-13-((tetrahydro-2H-pyran-2-yl)oxy)trideca-3,6,9-trienal C[C@@H](C=O)\C=C/C\C=C/C\C=C/CCCOC1OCCCC1